ClC1=C(C(=CC=C1Cl)OC)C1=CC=2N(C=C1)C=C(N2)C2CN(CCC2)C(=O)OC(C)(C)C tert-butyl 3-(7-(2,3-dichloro-6-methoxyphenyl)imidazo[1,2-a]pyridin-2-yl)piperidine-1-carboxylate